(1R,5S,6S)-tert-butyl 6-amino-3-azabicyclo[3.1.0]hexane-3-carboxylate CC(C)(C)OC(=O)N1C[C@@H]2[C@H](C1)C2N